2-(3-cyano-5-methoxyphenoxy)acetyl chloride C(#N)C=1C=C(OCC(=O)Cl)C=C(C1)OC